ClC1=CC=C(C=C1)C=1C=C(C(N(N1)C1=CC=CC=C1)=O)C(=O)N[C@@H](CO)C 6-(4-chlorophenyl)-N-[(2R)-1-hydroxypropan-2-yl]-3-oxo-2-phenyl-2,3-dihydropyridazine-4-carboxamide